ethyl (E)-4-((E)-4-fluorobenzylidene)dec-2-enoate FC1=CC=C(\C=C(\C=C\C(=O)OCC)/CCCCCC)C=C1